C(C)OC(=O)N1C(CCC2=CC(=CC=C12)C(F)(F)F)CC 2-ethyl-6-trifluoromethyl-3,4-dihydroquinoline-1(2H)-carboxylic acid ethyl ester